C1(CC1)C=1C(=C2C(C(N(C2=C(C1)F)CC(=O)N[C@H](CCC(=O)OC)C)=O)(C)C)F methyl (4S)-4-[2-(5-cyclopropyl-4,7-difluoro-3,3-dimethyl-2-oxoindol-1-yl)acetamido]pentanoate